C(C)(=O)OC1=C(C=C(C=C1)\C=C\C(=O)OC1=CC=C(C=C1)C(C)C)OC(C)=O (E)-4-(3-(4-isopropylphenoxy)-3-oxoprop-1-en-1-yl)-1,2-phenylene diacetate